N-[4-(3-Cyanophenyl)-1-(2,6-difluoro-4-methoxyphenyl)-1H-imidazol-2-yl]-4-(difluoromethoxy)benzamide C(#N)C=1C=C(C=CC1)C=1N=C(N(C1)C1=C(C=C(C=C1F)OC)F)NC(C1=CC=C(C=C1)OC(F)F)=O